O1CC(CC1)/C=C/C(C)=O (E)-4-(tetrahydrofuran-3-yl)but-3-en-2-one